tert-butyl (2-((tert-butyldimethylsilyl)oxy)ethyl)(1-(2-chloropyridin-3-yl)cyclopropyl)carbamate [Si](C)(C)(C(C)(C)C)OCCN(C(OC(C)(C)C)=O)C1(CC1)C=1C(=NC=CC1)Cl